2-(ethylsulfanyl)-3,6-dimethyl-4-oxo-4H-pyran C(C)SC=1OC(=CC(C1C)=O)C